(13R)-13-methyl-8,11,14-trioxa-5,19,20,23-tetraazatetracyclo[13.5.2.12,5.018,21]tricosa-1(20),2(23),3,15(22),16,18(21)-hexaene C[C@@H]1COCCOCCN2C=CC(C3=NNC=4C=CC(O1)=CC34)=N2